OC1=CC=C(C=C1)C1=CC=C(C=C1)N1N=CC2=CC=C(C=C12)O 1-(4'-hydroxy-[1,1'-biphenyl]-4-yl)-1H-indazol-6-ol